4-cyano-4-(dodecylthiocarbonyl)sulfuryl-pentanoic acid C(#N)C(CCC(=O)O)(C)S(=O)(=O)C(=S)CCCCCCCCCCCC